ClC=1C(=NC(=NC1)NC=1C=NN(C1C)C)C1=CC=C2CNC(C2=C1)=O 6-{5-chloro-2-[(1,5-dimethyl-1H-pyrazol-4-yl)amino]pyrimidin-4-yl}-2,3-dihydro-1H-isoindol-1-one